isoindoline-one C1(NCC2=CC=CC=C12)=O